BrC1=NC=CC=C1C1(C[C@@H](N(C1)C(=O)OC(C)(C)C)C)O tert-butyl (2S)-4-(2-bromopyridin-3-yl)-4-hydroxy-2-methylpyrrolidine-1-carboxylate